FC1=C(C=C(C=C1)CC1=NNC(C2=CC=CC=C12)=O)C(=O)N1CCN(CC1)C1=CC=C(C=C1)NC1=NC=C2C(=N1)N(N(C2=O)C)C2=NC=CC=C2 4-[[4-fluoro-3-[4-[4-[[2-methyl-3-oxo-1-(2-pyridyl)pyrazolo[3,4-d]pyrimidin-6-yl]amino]phenyl]piperazine-1-carbonyl]phenyl]methyl]-2H-phthalazin-1-one